6',6'''-(propane-1,3-diylbis(oxy))bis(3'-fluoro-5-(2,4,4-trimethylpentan-2-yl)-[1,1'-biphenyl]-2-ol) C(CCOC1=CC=C(C=C1C=1C(=CC=C(C1)C(C)(CC(C)(C)C)C)O)F)OC1=CC=C(C=C1C=1C(=CC=C(C1)C(C)(CC(C)(C)C)C)O)F